N-(3,5-difluoro-2-methoxyphenyl)-4-hydroxy-2-oxo-1,2,5,6-tetrahydropyridine-3-carbothioamide FC=1C(=C(C=C(C1)F)NC(=S)C=1C(NCCC1O)=O)OC